C1(CC1)C1=CC(=C(C=C1F)NC1=CC(=NC=C1C(=O)NOCC)NC1=NC=C(C=C1F)F)N(S(=O)(=O)C)C 4-((4-cyclopropyl-5-fluoro-2-(N-methyl-methanesulfonamido)phenyl)amino)-6-((3,5-difluoropyridin-2-yl)amino)-N-ethoxynicotinamide